C(CCCCCCCCCCCCCCC)OC(CCCCCCCCCCCCCCCCC)=O cetylstearate